N-(1-(4-Aminophenyl)-2-(tert-butylamino)-2-oxoethyl)-N-(3-chlorophenyl)-propiolamide NC1=CC=C(C=C1)C(C(=O)NC(C)(C)C)N(C(C#C)=O)C1=CC(=CC=C1)Cl